C(CC)[Si](OCC)(OCC)OCC n-Propyltriethoxysilan